FC1=CC=C(C=C1)C1CNCC(N1C(=O)NCCCCC)(C)C 6-(4-fluorophenyl)-2,2-dimethyl-N-pentylpiperazine-1-carboxamide